1-(cyclopentylmethyl)-3-(3'-(trifluoromethyl)-[1,1'-biphenyl]-4-yl)piperidine C1(CCCC1)CN1CC(CCC1)C1=CC=C(C=C1)C1=CC(=CC=C1)C(F)(F)F